C(#C)O acetylenol